[Na].C(CCCCCCC(=O)ON1C(CCC1=O)=O)(=O)ON1C(CCC1=O)=O bis(succinimidyl) suberate sodium salt